C(C)(C)(C)OC(=O)N1[C@H](CN(CC1)[C@@H]1CC[C@H](CC1)N1C=C(C2=C1N=CN=C2N)I)C (S)-tert-butyl-4-((trans)-4-(4-amino-5-iodo-7H-pyrrolo[2,3-d]pyrimidin-7-yl) cyclohexyl)-2-methylpiperazine-1-carboxylate